FC1(CCN(CC1)C=1SC=C(N1)C#C)F (4,4-difluoropiperidin-1-yl)-4-ethynyl-thiazole